2-(1-(5-Chloro-2-((6-methoxy-2-methyl-1,2,3,4-tetrahydroisoquinolin-7-yl)amino)pyrimidin-4-yl)-1H-indol-3-yl)-N-(cyanomethyl)acetamide ClC=1C(=NC(=NC1)NC1=C(C=C2CCN(CC2=C1)C)OC)N1C=C(C2=CC=CC=C12)CC(=O)NCC#N